Cl.Cl.NCCC=1SC(=C(N1)C(=O)NCC1=NC=CC=C1F)C(=C)C 2-(2-aminoethyl)-N-[(3-fluoropyridin-2-yl)methyl]-5-(prop-1-en-2-yl)-1,3-thiazole-4-carboxamide dihydrochloride